2-{2-[(1H-1,3-Benzodiazol-2-ylmethyl)amino]ethyl}-N-[1-(pyridin-2-yl)ethyl]-1,3-thiazole-4-carboxamide N1C(=NC2=C1C=CC=C2)CNCCC=2SC=C(N2)C(=O)NC(C)C2=NC=CC=C2